N(N)C(OC)=S O-methyl hydrazinecarbothioate